NC=1SC2=NC(=CC=C2N1)C1=CC=C(C=C1)NC(C(=O)OCC)=O ethyl 2-((4-(2-aminothiazolo[5,4-b]pyridin-5-yl) phenyl) amino)-2-oxoacetate